FC1=CC=2SC3=CC(=C(C=C3S(C2C=C1F)=O)F)F 2,3,7,8-tetrafluorothianthrene-5-oxide